N1=CC=C(C=C1)CN1C(=CC=C1)C(=O)NC=1SC=C(N1)C=CC1=CC=C(C=C1)C(F)(F)F 1-(pyridin-4-ylmethyl)-N-(4-(4-(trifluoromethyl)styryl)thiazol-2-yl)-1H-pyrrole-2-carboxamide